Bis(2,4,6-trihydroxyphenyl) sulfoxide OC1=C(C(=CC(=C1)O)O)S(=O)C1=C(C=C(C=C1O)O)O